methyl (R)-5-((1,4-dioxan-2-yl)methoxy)-2-bromobenzoate O1[C@H](COCC1)COC=1C=CC(=C(C(=O)OC)C1)Br